(R)-2-((1-(6-methyl-4-oxo-2-(pyridin-4-yl)-4H-pyrano[2,3-c]pyridin-8-yl)ethyl)amino)benzoic acid trifluoroacetate FC(C(=O)O)(F)F.CC=1C=C2C(=C(N1)[C@@H](C)NC1=C(C(=O)O)C=CC=C1)OC(=CC2=O)C2=CC=NC=C2